FC=1C=C(SC1F)S(=O)(=O)F 4,5-difluorothiophene-2-sulfonyl fluoride